5-(6-ethoxypyrazin-2-yl)pyridine-2-carbaldehyde C(C)OC1=CN=CC(=N1)C=1C=CC(=NC1)C=O